1,3,4,9-tetramethyl-2-(2'-aminophenyl)carbazole CC1=C(C(=C(C=2C3=CC=CC=C3N(C12)C)C)C)C1=C(C=CC=C1)N